COC=1C=C(C=CC1OC)C1=NOC(=N1)C1=CC2=C(N(N=N2)C(C)C)C=C1 3-(3,4-dimethoxy-phenyl)-5-(1-isopropyl-1H-benzo[d][1,2,3]triazol-5-yl)-1,2,4-oxadiazole